N-[3-[2-(difluoromethoxy)-5-pyrimidin-5-ylsulfonyl-phenyl]-1-methyl-pyrazol-4-yl]pyrazolo[1,5-a]pyrimidine-3-carboxamide FC(OC1=C(C=C(C=C1)S(=O)(=O)C=1C=NC=NC1)C1=NN(C=C1NC(=O)C=1C=NN2C1N=CC=C2)C)F